6-(2-chloro-5-fluoro-phenyl)-4-[(3R)-3-methylmorpholin-4-yl]-1H-pyridin-2-one ClC1=C(C=C(C=C1)F)C1=CC(=CC(N1)=O)N1[C@@H](COCC1)C